2-amino-5-{2-[(1S)-1-cyclopropylethyl]-7-methyl-1-oxo-2,3-dihydro-1H-isoindol-5-yl}-N-(1,5-dimethyl-1H-pyrazol-4-yl)pyrazolo[1,5-a]pyrimidine-3-carboxamide NC1=NN2C(N=C(C=C2)C=2C=C3CN(C(C3=C(C2)C)=O)[C@@H](C)C2CC2)=C1C(=O)NC=1C=NN(C1C)C